1-(3-((4-(2-azidopropan-2-yl)-6-chloro-2,7-naphthyridin-1-yl)amino)azetidin-1-yl)ethan-1-one N(=[N+]=[N-])C(C)(C)C1=CN=C(C2=CN=C(C=C12)Cl)NC1CN(C1)C(C)=O